FC1=CC=C(C=C1)C1=NN2C(CN(CC2)S(=O)(=O)C2=CC=CC=C2)=C1C1=CC(=NC=C1)C 2-(4-fluorophenyl)-3-(2-methylpyridin-4-yl)-5-(phenylsulfonyl)-4,5,6,7-tetrahydropyrazolo[1,5-a]pyrazine